ClC=1C(=NC(=NC1)NC1=CC2=C(CCNCC2)C=C1OC)NC=1C=CC=C2CNC(C12)=O 7-((5-chloro-2-((8-methoxy-2,3,4,5-tetrahydro-1H-benzo[d]azepin-7-yl)amino)pyrimidin-4-yl)amino)isoindolin-1-one